7-benzyl-8-methyl-5h,6h,7h,8h-pyrido[3,4-d]pyrimidin-4-ol C(C1=CC=CC=C1)N1C(C=2N=CN=C(C2CC1)O)C